OCCCC(=O)N1CC(NC2=CC=CC=C12)=O 3,4-dihydro-4-(4-hydroxy-1-oxobutyl)-2(1H)-quinoxalinone